(S)-tert-Butyl 3-[(5-bromo-1-trityl-1H-indazol-3-yl)carbamoyl]piperidine-1-carboxylate BrC=1C=C2C(=NN(C2=CC1)C(C1=CC=CC=C1)(C1=CC=CC=C1)C1=CC=CC=C1)NC(=O)[C@@H]1CN(CCC1)C(=O)OC(C)(C)C